OC=1C(=C2CCC(OC2=C(C1C)C)(C)COC1=CC=C(C=C1)CC1C(NC(S1)=O)=O)C 5-[[4-[(6-hydroxy-2,5,7,8-tetramethyl-3,4-dihydrochromen-2-yl)methoxy]phenyl]methyl]-1,3-thiazolidine-2,4-dione